(S)-4-acetyl-N-(3-(1-(4-methyl-4H-1,2,4-triazol-3-ylsulfanyl)ethyl)phenyl)piperazine-1-carboxamide C(C)(=O)N1CCN(CC1)C(=O)NC1=CC(=CC=C1)[C@H](C)SC1=NN=CN1C